[N+](=O)([O-])C1=CC(=NC=C1)C(C(C)O)O (4-nitro-2-pyridyl)propane-1,2-diol